C(C)S[C@@H](C(=O)O)CC1=CNC2=CC=CC=C12 (R)-2-(ethylthio)-3-(1H-indol-3-yl)propanoic acid